ClC1=C(C=CC=C1CNC1COCC1)N1C=NC(=C1)C1=NC(=NC=C1C(F)(F)F)NC1CCN(CC1)S(=O)(=O)C 4-(1-(2-Chloro-3-(((tetrahydrofuran-3-yl)amino)methyl)phenyl)-1H-imidazol-4-yl)-N-(1-(methylsulfonyl)piperidin-4-yl)-5-(trifluoromethyl)pyrimidin-2-amine